CC1=NC(=CC(=C1)C=1NC2=CC=C(C=C2C1C(C)C)C=1SC=2CN(CCC2N1)CC(=O)N(C)C)C 2-(2-(2-(2,6-dimethylpyridin-4-yl)-3-isopropyl-1H-indol-5-yl)-6,7-dihydrothiazolo[5,4-c]pyridin-5(4H)-yl)-N,N-dimethylacetamide